[Si](C)(C)(C(C)(C)C)OC1CC2(C(NC=3N=CN=C(C32)Cl)=O)C1 3-((tert-butyldimethylsilyl)oxy)-4'-chlorospiro[cyclobutane-1,5'-pyrrolo[2,3-d]pyrimidin]-6'(7'H)-one